(4-cyclopropyl-2-(4-(methoxycarbonyl)phenyl)piperazin-1-yl)methanol C1(CC1)N1CC(N(CC1)CO)C1=CC=C(C=C1)C(=O)OC